4-(6-Azaspiro[2.5]octan-6-yl)-6-(S-cyclopropylsulfonimidoyl)-N-(2-(4,4-difluoro-1-piperidinyl)-6-methyl-4-pyrimidinyl)-3-pyridinecarboxamide C1CC12CCN(CC2)C2=C(C=NC(=C2)S(=O)(=N)C2CC2)C(=O)NC2=NC(=NC(=C2)C)N2CCC(CC2)(F)F